N-(4-amino-1H-pyrazolo[4,3-c]pyridin-7-yl)-N'-(1,2-dimethylpropyl)-N'-[[5-(trifluoromethyl)-2-pyridyl]methyl]oxamide NC1=NC=C(C2=C1C=NN2)NC(=O)C(=O)N(CC2=NC=C(C=C2)C(F)(F)F)C(C(C)C)C